6-chloro-1-(2-methylazetidin-1-yl)-4-((3-methyloxetan-3-yl)methyl)-2,7-naphthyridine ClC=1C=C2C(=CN=C(C2=CN1)N1C(CC1)C)CC1(COC1)C